C(#N)C1=CC=2N(N=C1)C(=CC2)C2=CC(=C(C=N2)C2=NN=C(S2)C2CCC(CC2)N(C(OC(C)(C)C)=O)C)NC2CCOCC2 tert-butyl ((1r,4r)-4-(5-(6-(3-cyanopyrrolo[1,2-b]pyridazin-7-yl)-4-((tetrahydro-2H-pyran-4-yl)amino) pyridin-3-yl)-1,3,4-thiadiazol-2-yl)cyclohexyl)(methyl)carbamate